CC1=C(C=CC(=C1)SCC=1SC(=NN1)C1=CC=C(C=C1)C)O 2-methyl-4-(((5-(p-tolyl)-1,3,4-thiadiazol-2-yl)methyl)thio)phenol